N-[5-ethylsulfonyl-6-[8-(2,2,3,3,3-penta-fluoropropoxy)imidazo[1,5-a]pyridin-3-yl]-2-pyridyl]-N-methyl-cyclopropanecarboxamide C(C)S(=O)(=O)C=1C=CC(=NC1C1=NC=C2N1C=CC=C2OCC(C(F)(F)F)(F)F)N(C(=O)C2CC2)C